N=1NN=NC1C1=C(C=CC=C1)C1=NC(=CC(=C1)NC(CC=1C(=NOC1C)C)=O)N(CCC)CC1=CC=CC=C1 N-(2-(2-(2H-tetrazol-5-yl)phenyl)-6-(benzyl(propyl)amino)pyridin-4-yl)-2-(3,5-dimethylisoxazol-4-yl)acetamide